CN1N=C2C(=C1)C(OC=1C(=CC=CC12)NC1=C(N=NC(=C1)NC1=NC=C(C=C1)F)C(=O)NC)C 4-((2,4-dimethyl-2,4-dihydrochromeno[4,3-c]pyrazol-6-yl)amino)-6-((5-fluoropyridin-2-yl)amino)-N-methylpyridazine-3-carboxamide